(E)-N'-(1-(pyridin-3-yl)ethylidene)azetidine-1-carbothiohydrazide N1=CC(=CC=C1)\C(\C)=N\NC(=S)N1CCC1